tert-butyl 4-(4-benzyloxycarbonylpiperazin-1-yl)-2-methylsulfonyl-6,8-dihydro-5H-pyrido[3,4-d]pyrimidine-7-carboxylate C(C1=CC=CC=C1)OC(=O)N1CCN(CC1)C=1C2=C(N=C(N1)S(=O)(=O)C)CN(CC2)C(=O)OC(C)(C)C